C(#N)C(CC1C(NCC1)=O)NC(=O)C1N(C2CCC1CC2)C(=O)C=2NC1=CC=CC(=C1C2)OC N-(1-cyano-2-(2-oxopyrrolidin-3-yl)ethyl)-2-(4-methoxy-1H-indole-2-carbonyl)-2-azabicyclo[2.2.2]octane-3-carboxamide